BrC=1C=C2CCN(CC2=CC1)C 6-bromo-2-methyl-1,2,3,4-tetrahydroisoquinoline